O[C@H](CNC1=NN(C2=NC=CC(=C21)OC2=CC=C(C=C2)NC(=O)C=2C(N(N1C2CCCC1)C1=CC=CC=C1)=O)CC1=CC=C(C=C1)OC)C (S)-N-(4-((3-((2-hydroxypropyl)amino)-1-(4-methoxybenzyl)-1H-pyrazolo[3,4-b]pyridin-4-yl)oxy)phenyl)-2-oxo-1-phenyl-1,2,4,5,6,7-hexahydropyrazolo[1,5-a]pyridine-3-carboxamide